C(C)(C)C1=NC(=CC(=C1)C(C)C)C(C)C 2,4,6-triisopropylpyridine